C(C=C)(=O)N1C(CN(CC1)C1=NC=NN2C1=CC(=C(C2=O)C2=C(C=CC=C2F)N)C(F)(F)F)CC#N (1-Acryloyl-4-(7-(2-amino-6-fluorophenyl)-8-oxo-6-(trifluoromethyl)-8H-pyrido[2,1-f][1,2,4]triazin-4-yl)piperazin-2-yl)acetonitrile